Cl.N1C(CC1)=O azetidinone hydrochloride